OC(COC=1C(=C(C=O)C(=CC1C)C)C)COC=1C(=C(C=O)C(=CC1C)C)C 3,3'-((2-hydroxypropane-1,3-diyl)bis(oxy))bis(2,4,6-trimethylbenzaldehyde)